C(=C)C=1C(=NN2C1CN(CCC2)C(=O)OC(C)(C)C)C(=O)OC 5-tert-butyl 2-methyl 3-vinyl-7,8-dihydro-4H-pyrazolo[1,5-a][1,4]diazepine-2,5(6H)-dicarboxylate